NC1=C(C(=NC(=N1)N1CC2(COC2)C(C1)CN)C(=O)N)C1=C(C(=CC=C1)Cl)Cl 6-amino-2-[8-(aminomethyl)-2-oxa-6-azaspiro[3.4]octan-6-yl]-5-(2,3-dichloro-phenyl)pyrimidine-4-carboxamide